ClC=1C(=NC(=NC1)N[C@H]1[C@@H](COCC1)O)C=1C=C2C3(C(=NC2=C(C1)F)C(C)(C)O)CCCC3 (3S,4R)-4-((5-Chloro-4-(7'-fluoro-2'-(2-hydroxypropan-2-yl)spiro[cyclopentane-1,3'-indole]-5'-yl)pyrimidin-2-yl)amino)tetrahydro-2H-pyran-3-ol